4-methylthiophene-3-carboxamide CC=1C(=CSC1)C(=O)N